[N+](=O)([O-])[O-].[Na+].N(=O)O nitrous acid Sodium nitrate